FC(C=1C=C(C=CC1)B1OC(C)(C)C(C)(C)O1)(F)F (3-(trifluoromethyl)phenyl)boronic acid pinacol ester